C(C)(C)(C)OC(=O)N1[C@@H](COCC1)C=O (S)-3-formylmorpholine-4-carboxylic acid tert-butyl ester